BrC1=C(C=C(C=C1F)NC(C(=C)F)=O)F N-(4-bromo-3,5-difluorophenyl)-2-fluoroacrylamide